1-methyl-6-oxo-1,6-dihydropyridazine-3-carboxylic acid CN1N=C(C=CC1=O)C(=O)O